4-(4-fluorobenzyl)-3-methylpiperidine-4-carbonitrile hydrochloride Cl.FC1=CC=C(CC2(C(CNCC2)C)C#N)C=C1